ClC=1C(=NC(=NC1Cl)C=1C=NN(C1Cl)CC1=CC=C(C=C1)OC)N1CCN(CC(C1)(F)F)C(=O)OC(C)(C)C tert-butyl 4-[5,6-dichloro-2-[5-chloro-1-[(4-methoxyphenyl) methyl] pyrazol-4-yl] pyrimidin-4-yl]-6,6-difluoro-1,4-diazepan-1-carboxylate